C1(=CC=CC=C1)C[C@@H](/C=C(/C(=O)OCC)\C)NC(=O)OC(C)(C)C (S,E)-Ethyl 5-phenyl-4-(tert-butoxy-carbonylamino)-2-methylpent-2-enoate